tert-butyl (1-((S)-((1S,2S)-2-(((S)-2,2-dimethylchroman-4-yl)carbamoyl)cyclopropyl)(pyridin-3-yl)methyl)-4,4-diethyl-6-oxotetrahydropyrimidin-2(1H)-ylidene)carbamate CC1(OC2=CC=CC=C2[C@H](C1)NC(=O)[C@@H]1[C@H](C1)[C@H](N1C(NC(CC1=O)(CC)CC)=NC(OC(C)(C)C)=O)C=1C=NC=CC1)C